(R)-2-(2-chloro-8-(methoxymethyl)-5-oxothieno[3',2':4,5]pyrrolo[1,2-d][1,2,4]triazin-6(5H)-yl)-N-(1-cyclobutylpiperidin-3-yl)acetamide formate salt C(=O)O.ClC1=CC=2C=C3N(C(=NN(C3=O)CC(=O)N[C@H]3CN(CCC3)C3CCC3)COC)C2S1